1-(chloromethyl)-4-(methoxymethyl)benzene ClCC1=CC=C(C=C1)COC